ClC1=C(C(=CC=C1Cl)O)[C@H]1C[C@@H]2N(C(OC2C(C)(C)O)=O)C1 (6R,7aS)-6-(2,3-dichloro-6-hydroxyphenyl)-1-(2-hydroxypropan-2-yl)-tetrahydro-1H-pyrrolo[1,2-c][1,3]oxazol-3-one